{3-(benzoxazole-2-yl)phenyl}-{4-(phenanthrene-9-yl)phenyl}amine O1C(=NC2=C1C=CC=C2)C=2C=C(C=CC2)NC2=CC=C(C=C2)C=2C1=CC=CC=C1C=1C=CC=CC1C2